C(CC)(=O)OC(CCCCC)CS 1-(sulfanylmethyl)hexyl propanoate